2-(2,4-dimethylphenyl)pyrrolidine CC1=C(C=CC(=C1)C)C1NCCC1